N-(6-(2H-1,2,3-triazol-2-yl)-5-(trifluoromethyl)pyridin-3-yl)-4-(3-amino-5-ethynyl-6-fluoro-2-methylpyridin-4-yl)-2-chloro-5-fluorobenzamide N=1N(N=CC1)C1=C(C=C(C=N1)NC(C1=C(C=C(C(=C1)F)C1=C(C(=NC(=C1C#C)F)C)N)Cl)=O)C(F)(F)F